ClC=1N=C(C2=C(N1)N(C=C2C2CC2)COCC[Si](C)(C)C)Cl 2,4-Dichloro-5-cyclopropyl-7-((2-(trimethylsilyl)ethoxy)methyl)-7H-pyrrolo[2,3-d]pyrimidine